Adamantancarboxylat C12(CC3CC(CC(C1)C3)C2)C(=O)[O-]